O1CCOC12CC=C(CC2)C2=NC=CC=C2CC(CC2(CCOC1(CCCC1)C2)C2=NC=CC=C2)N ((2-(1,4-dioxaspiro[4.5]dec-7-en-8-yl)pyridin-3-yl)methyl)-2-(9-(pyridin-2-yl)-6-oxaspiro[4.5]dec-9-yl)ethanamine